FC(C1(CC1)N1N=NC(=C1)[C@H](C1=C2C=CN=CC2=CC=C1)NC=1C=C2C(=C(C=NC2=C(C1)C#N)C#N)NCC(C)(C)C)F (S)-6-(((1-(1-(difluoromethyl)cyclopropyl)-1H-1,2,3-triazol-4-yl)(isoquinolin-5-yl)methyl)amino)-4-(neopentylamino)quinoline-3,8-dicarbonitrile